ethyl 7-methoxy-1-methyl-1H-indazole-5-carboxylate COC=1C=C(C=C2C=NN(C12)C)C(=O)OCC